BrC(C)C1C(C(C)Br)O1 2,5-dibromo-3,4-epoxyhexane